trityloxylanthanum C(C1=CC=CC=C1)(C1=CC=CC=C1)(C1=CC=CC=C1)O[La]